C1(CC1)C1=C(C(=CC(=C1)N1CC2=CC=C(C=C2CC1)F)C)NC(CC12CC(C1)(C2)F)=O N-(2-cyclopropyl-4-(6-fluoro-3,4-dihydroisoquinolin-2(1H)-yl)-6-methylphenyl)-2-(3-fluorobicyclo[1.1.1]Pentan-1-yl)acetamide